2-amino-N6-((3-fluoropyridin-2-yl)methyl)-N6-((5-(trifluoromethyl)pyridin-2-yl)methyl)quinoline-3,6-dicarboxamide NC1=NC2=CC=C(C=C2C=C1C(=O)N)C(=O)N(CC1=NC=C(C=C1)C(F)(F)F)CC1=NC=CC=C1F